5-((3-(4-chlorophenyl)-1,2,4-oxadiazol-5-yl)amino)-N'-hydroxypyridinecarboximidamide ClC1=CC=C(C=C1)C1=NOC(=N1)NC=1C=CC(=NC1)C(N)=NO